1-(3-cyano-4,6-bis(trifluoromethyl)pyridin-2-yl)-4-methyl-1H-pyrrole C(#N)C=1C(=NC(=CC1C(F)(F)F)C(F)(F)F)N1C=CC(=C1)C